C(CC)OC(CCC(=O)OCC)C ethyl 4-propoxypentanoate